13-hydroxyperoxylinoleic acid O/C(=C/C\C=C/CCCCCCCC(=O)OO)/CCCCC